N-benzyl-2-(4-nitrophenyl)acetamide C(C1=CC=CC=C1)NC(CC1=CC=C(C=C1)[N+](=O)[O-])=O